tert-butyl (1R,5S)-6-methoxy-1,5-dimethyl-3,8-diazabicyclo[3.2.1]octane-8-carboxylate COC1[C@@]2(CNC[C@@](C1)(N2C(=O)OC(C)(C)C)C)C